CS(=O)(=O)O.CN1N=CN(C1)CCCCCCCCCCCC 1-methyl-4-dodecyl-1,2,4-triazole methanesulfonate